5-((5-methoxypyridin-2-yl)methoxy)-1,3,4-thiadiazole COC=1C=CC(=NC1)COC1=NN=CS1